3,5-di-tert-butyl-salicyl-2-propylthioaniline titanium trichloride [Cl-].[Cl-].[Cl-].[Ti+3].C(C)(C)(C)C1=C(C(CNC2=C(C=CC=C2)SCCC)=CC(=C1)C(C)(C)C)O